N1CCC(CC1)NCCO 2-(piperidin-4-ylamino)ethan-1-ol